O1CCN(CC1)C=1C=CC=C2N=CC(=NC12)C=1C=NN(C1)CCCCCCNC(OC(C)(C)C)=O tert-butyl (6-(4-(8-morpholinoquinoxalin-2-yl)-1H-pyrazol-1-yl)hexyl)carbamate